3-(2-methoxy-6-methyl-4-(trifluoromethyl)phenyl)pyrido[3,2-e][1,2,4]triazine COC1=C(C(=CC(=C1)C(F)(F)F)C)C=1N=NC2=C(N1)C=CC=N2